tert-butyl 4-[4-[3-[[4-[[(7R)-8-cyclopentyl-7-ethyl-5-methyl-6-oxo-7H-pteridin-2-yl]amino]-3-methoxy-benzoyl]amino] propoxy]butoxy]piperidine-1-carboxylate C1(CCCC1)N1[C@@H](C(N(C=2C=NC(=NC12)NC1=C(C=C(C(=O)NCCCOCCCCOC2CCN(CC2)C(=O)OC(C)(C)C)C=C1)OC)C)=O)CC